FC(COCC=C)(C(F)(F)F)F allyl 2,2,3,3,3-pentafluoropropyl ether